ClC1=C(OC2=C(C(=O)NC=3C=[N+](C=CC3)[O-])C=C(C=N2)C(F)(F)F)C=CC(=C1)OC 3-(2-(2-chloro-4-methoxyphenoxy)-5-(trifluoromethyl)-nicotinamido)-pyridine 1-oxide